P(=O)([O-])([O-])OP(=O)([O-])[O-].[Li+].[Li+].[Li+].[Li+] lithium pyrophosphorate